O[C@H]1[C@H]2[C@@H]3CC[C@H]([C@@H](CCC(=O)O)C)[C@]3(CC[C@@H]2[C@]2(CCC(C=C2C1)=O)C)C 7α-hydroxy-3-oxo-4-cholenoic acid